5-benzyl-N-(4-(5-(2-isopropoxyethoxy)-2-methylphenyl)pyridin-2-yl)-4H-1,2,4-triazole-3-carboxamide C(C1=CC=CC=C1)C=1NC(=NN1)C(=O)NC1=NC=CC(=C1)C1=C(C=CC(=C1)OCCOC(C)C)C